C(CCCCCCCCC)(=O)N[C@@H](CNC(=O)C1=CC=C(C(=O)N2C[C@H]([C@@H](C2)C(=O)N[C@@H]2[C@H](C2)C2=CC=CC=C2)C(=O)N[C@@H]2[C@H](C2)C2=CC=CC=C2)C=C1)C(=O)NCCCCCCCCC (3S,4S)-1-(4-(((S)-2-decanamido-3-(nonylamino)-3-oxopropyl)carbamoyl)benzoyl)-N3,N4-bis((1S,2R)-2-phenylcyclopropyl)pyrrolidine-3,4-dicarboxamide